2-fluoro-5-(3-fluorophenyl)benzoic acid FC1=C(C(=O)O)C=C(C=C1)C1=CC(=CC=C1)F